FC1(CC2(CN(C2)C=2OC3=C(C=C(C=C3C(C2C)=O)C)[C@@H](C)NC2=C(C(=O)O)C=CC=C2)C1)F 2-[[(1R)-1-[2-(6,6-Difluoro-2-azaspiro[3.3]heptan-2-yl)-3,6-dimethyl-4-oxo-chromen-8-yl]ethyl]amino]benzoic acid